C(#N)C1=C(C=C(C=C1C(=O)O)C(=O)O)C1=CC=CC=C1 cyano-3,5-dicarboxyl-1,1'-biphenyl